CC1(OC[C@H](N1C(=O)OC(C)(C)C)C(CCC=C)=O)C tert-butyl (4S)-2,2-dimethyl-4-pent-4-enoyl-oxazolidine-3-carboxylate